CC1=C(C2=CC3=NC(=CC4=C(C(=C([N-]4)C=C5C(=C(C(=N5)C=C1[N-]2)C=C)C)C=C)C)C(=C3CCC(=O)O)C)CCC(=O)O.[Fe] The molecule is heme b in which the iron has oxidation state +2. It has a role as a human metabolite and a cofactor. It is a heme b and a ferroheme. It is a conjugate acid of a ferroheme b(2-).